FC(C1=CC=C(C=N1)C1CCC(CC1)N1CC2(CS(C2)(=O)=O)CC1)F 6-((1r,4r)-4-(6-(difluoromethyl)pyridin-3-yl)cyclohexyl)-2-thia-6-azaspiro[3.4]octane 2,2-dioxide